titanium decanetetracarboxylic acid C(C(CCCCCCCC)C(=O)O)(C(=O)O)(C(=O)O)C(=O)O.[Ti]